FC1=C(C=C(C=C1)OC=1C(=C2C=CNC2=CC1F)S(=O)(=O)C)C=1OC=C(N1)C1(CC1)C=1C=C(C=CC1)CCC(=O)O 3-(3-(1-(2-(2-Fluoro-5-((6-fluoro-4-(methylsulfonyl)-1H-indol-5-yl)oxy)phenyl)oxazol-4-yl)cyclopropyl)phenyl)propanoic acid